(±)-tert-Butyl (2S,5S)-4-((5-isopropoxypyridin-2-yl)oxy)-2,4,5-trimethylpiperidine-1-carboxylate C(C)(C)OC=1C=CC(=NC1)O[C@@]1(C[C@@H](N(C[C@@H]1C)C(=O)OC(C)(C)C)C)C |&1:11|